OC=1C2=C(N=C(N1)NC(OC)=O)C=NN2CC=2C=CC=C1C=CC=NC21 methyl (7-hydroxy-1-(quinolin-8-ylmethyl)-1H-pyrazolo[4,3-d]pyrimidin-5-yl)carbamate